2'-(3,4-dichlorophenyl)spiro[cyclohexane-1,1'-indene]-4-one ClC=1C=C(C=CC1Cl)C=1C2(C3=CC=CC=C3C1)CCC(CC2)=O